3-methyl-3-(2,3,4,5-tetrafluorophenoxy)azetidine ethyl-2-acetyl-2-(pent-4-en-1-yl)hept-6-enoate C(C)OC(C(CCCC=C)(CCCC=C)C(C)=O)=O.CC1(CNC1)OC1=C(C(=C(C(=C1)F)F)F)F